C(C)N(CCN(CCCCOC(OC(CCCC(=O)[O-])CCCCCC)=O)CCCCOC(OC(CCCC(=O)[O-])CCCCCC)=O)CC 13-(2-(diethylamino)ethyl)-5,21-dihexyl-7,19-dioxo-6,8,18,20-tetraoxa-13-azapentacosanedioate